CC(C(CO)O)(C)C trimethyl-propane-1,2-diol